carbafucose C=C[C@@H](O)[C@H](O)[C@H](O)[C@@H](O)C